1-(2-(cyclopropylamino)-2-oxoacetyl)-N-(3-(difluoromethyl)-4-fluorophenyl)-7'-methyl-2'H,4'H,7'H-spiro[azetidine-3,3'-pyrrolo[3,4-b][1,4,5]oxathiazepine]-6'-carboxamide-1',1'-dioxide C1(CC1)NC(C(=O)N1CC2(NS(C=3C(OC2)=C(N(C3)C)C(=O)NC3=CC(=C(C=C3)F)C(F)F)(=O)=O)C1)=O